N-(2-fluoro-4-methyl-5-(8-morpholinoimidazo[1,2-a]pyridin-6-yl)phenyl)-7-methyl-4,5,6,7-tetrahydropyrazolo[1,5-a]pyridine-3-carboxamide FC1=C(C=C(C(=C1)C)C=1C=C(C=2N(C1)C=CN2)N2CCOCC2)NC(=O)C=2C=NN1C2CCCC1C